C(C)(C)(C)OC(=O)NC1=C(C2=C(S1)C(=CC=C2C2=C(C=C1C(=NC(=NC1=C2F)F)N2CC1CCC(C2)N1C(=O)OC(C)(C)C)C(F)(F)F)F)C#N tert-butyl 3-(7-(2-((tert-butoxycarbonyl)amino)-3-cyano-7-fluorobenzo[b]thiophen-4-yl)-2,8-difluoro-6-(trifluoromethyl)quinazolin-4-yl)-3,8-diazabicyclo[3.2.1]octane-8-carboxylate